C(C1=CC=CC=C1)OC1=C(C(=O)N2CC3=CC=CC(=C3C2)NC(\C=C\CN(C)C)=O)C(=CC(=C1)O)O (E)-N-(2-(2-(Benzyloxy)-4,6-dihydroxybenzoyl)isoindolin-4-yl)-4-(dimethylamino)but-2-enamide